(S)-N-(1-methoxypropan-2-yl)-5,6-dimethyl-6H-pyrido[4,3-b]carbazole-9-carboxamide COC[C@H](C)NC(=O)C1=CC=2C=3C=C4C(=C(C3N(C2C=C1)C)C)C=CN=C4